C(C)(C)(C)OC(=O)N1CCS(C2=C(C1)C=CC=C2)(=NC)=O 1-(methylimino)-1,2,3,5-tetrahydro-4H-1λ4-benzo[f][1,4]thiazepine-4-Carboxylic acid tert-butyl ester-1-oxide